2-(3-methoxyphenyl)-4-[[4-(2-methoxyphenyl)-1-piperazinyl]carbonyl]-1(2H)-phthalazinone COC=1C=C(C=CC1)N1C(C2=CC=CC=C2C(=N1)C(=O)N1CCN(CC1)C1=C(C=CC=C1)OC)=O